(1-ethyl-butyl)-1,1,1,3,5,5,5-heptamethyltrisiloxane C(C)C(CCC)[Si](O[Si](C)(C)C)(O[Si](C)(C)C)C